4-butenyl-benzyl iodide C(=CCC)C1=CC=C(CI)C=C1